BrCCCCCCC=CCCCCCCBr 1,14-dibromo-7-tetradecene